C(=C)C1SSC=CC1 3-vinyl-4H-1,2-dithiine